CN(C1(CCC2(CN(C(N2CC2(CCC2)O)=O)CC=2C=C(C#N)C=CC2OC)CC1)C1=CC=CC=C1)C 3-[[8-dimethylamino-1-[(1-hydroxy-cyclobutyl)-methyl]-2-oxo-8-phenyl-1,3-diazaspiro[4.5]decan-3-yl]-methyl]-4-methoxy-benzonitrile